(E)-N-(4-(1-(6-(4-(8-((2-(2,6-dioxopiperidin-3-yl)-1-oxoisoindolin-4-yl)oxy)octyl)piperazin-1-yl)nicotinoyl)piperidin-4-yl)butyl)-3-(pyridin-3-yl)acrylamide O=C1NC(CCC1N1C(C2=CC=CC(=C2C1)OCCCCCCCCN1CCN(CC1)C1=NC=C(C(=O)N2CCC(CC2)CCCCNC(\C=C\C=2C=NC=CC2)=O)C=C1)=O)=O